N-(2,6-dioxo-3-piperidyl)-3,4-dimethyl-benzamide O=C1NC(CCC1NC(C1=CC(=C(C=C1)C)C)=O)=O